(2R,4R)-4-((4-acetyl-6-chloro-3-fluoropyridin-2-yl)methyl)-2-methylpiperidine-4-carboxylic acid tert-butyl ester C(C)(C)(C)OC(=O)[C@]1(C[C@H](NCC1)C)CC1=NC(=CC(=C1F)C(C)=O)Cl